methyl 3-chloroquinoxaline-2-carboxylate ClC=1C(=NC2=CC=CC=C2N1)C(=O)OC